2-chloro-N-methyl-N-phenyl-6-((2,4,4-trimethylpentan-2-yl)amino)-pyrimidine-4-carboxamide ClC1=NC(=CC(=N1)C(=O)N(C1=CC=CC=C1)C)NC(C)(CC(C)(C)C)C